3-(N-((4'-(Dimethylamino)-[1,1'-biphenyl]-4-yl)methyl)cyclohexanecarboxamido)-N-(pyridin-3-yl)benzamide CN(C1=CC=C(C=C1)C1=CC=C(C=C1)CN(C(=O)C1CCCCC1)C=1C=C(C(=O)NC=2C=NC=CC2)C=CC1)C